NC1=C(C=CC(=C1F)NCC1=CC=C(C=C1)C(F)(F)F)NC(CCCCCCC[C@H](CF)F)=O (9R)-N-(2-Amino-3-fluoro-4-((4-(trifluoromethyl)benzyl)amino)phenyl)-9,10-difluorodecanamid